styrenesulfonic acid pyridinium salt [NH+]1=CC=CC=C1.C(=CC1=CC=CC=C1)S(=O)(=O)[O-]